ethyl 4-(2,3,5,6-tetrafluoro-4-(methylthio)phenoxy)benzoate FC1=C(OC2=CC=C(C(=O)OCC)C=C2)C(=C(C(=C1F)SC)F)F